4-(3-(Benzo[d]oxazol-2-yl)-2-methoxyphenylamino)-2-(1-(3,5-dimethyl-1H-pyrazol-1-yl)propan-2-ylamino)pyrimidine-5-carboxamide O1C(=NC2=C1C=CC=C2)C=2C(=C(C=CC2)NC2=NC(=NC=C2C(=O)N)NC(CN2N=C(C=C2C)C)C)OC